8-bromo-4-[4-[1-(5-chloro-2-pyridyl)ethyl]-4-hydroxy-1-piperidyl]-1-methyl-2-oxo-quinoline-3-carbonitrile BrC=1C=CC=C2C(=C(C(N(C12)C)=O)C#N)N1CCC(CC1)(O)C(C)C1=NC=C(C=C1)Cl